NC=1C2=C(N=CN1)N(C=C2)[C@H]2[C@@H]([C@@]([C@H](O2)[C@@H]2OCC1=CC(=CC=C21)Cl)(O)C)O (2R,3S,4R,5R)-5-(4-amino-7H-pyrrolo[2,3-d]pyrimidin-7-yl)-2-((R)-5-chloro-1,3-dihydroisobenzofuran-1-yl)-3-methyltetrahydrofuran-3,4-diol